FC1=C(C(=CC=C1)O)N1C(C=2N=C(N=C(C2C1)N1C(CNCC1)C)S(=O)(=O)C)=O 6-(2-fluoro-6-hydroxyphenyl)-4-(2-methylpiperazin-1-yl)-2-(methylsulfonyl)-5,6-dihydro-7H-pyrrolo[3,4-d]pyrimidin-7-one